C1(CC1)C=1N=CC(=NC1)CC=1C(=NC=2CCCC(C2C1)=O)C(=O)N ((5-cyclopropylpyrazine-2-yl)methyl)-5-oxo-5,6,7,8-tetrahydroquinoline-2-carboxamide